ClC1=CC=CC=2C(=NC(SC21)(C)C)C2=NC1=CC=CC(=C1N=C2)F 8-chloro-4-(5-fluoroquinoxalin-2-yl)-2,2-dimethyl-1,3-benzothiazine